(S)-1-(2-morpholino-6-nitrothiazolo[4,5-b]pyridin-5-yl)piperidin-3-ol O1CCN(CC1)C=1SC=2C(=NC(=C(C2)[N+](=O)[O-])N2C[C@H](CCC2)O)N1